tri-octyl-aluminum C(CCCCCCC)[Al](CCCCCCCC)CCCCCCCC